(3R)-3-cyclopentyl-3-[4-(7H-pyrrolo[2,3-d]pyrimidin-4-yl)pyrazol-1-yl]propionitrile C1(CCCC1)[C@@H](CC#N)N1N=CC(=C1)C=1C2=C(N=CN1)NC=C2